diethyl 2-(((2R,3S,4R)-3-acetoxy-3-ethynyl-4,5-dihydroxytetrahydrofuran-2-yl)methoxy)-2-(4-(3-methyl-2-oxotetrahydropyrimidin-1(2H)-yl)benzyl)malonate C(C)(=O)O[C@@]1([C@H](OC([C@@H]1O)O)COC(C(=O)OCC)(C(=O)OCC)CC1=CC=C(C=C1)N1C(N(CCC1)C)=O)C#C